COC1=C(C(=O)O)C(=CC=N1)OC 2,4-dimethoxynicotinic acid